C(C(=C)C)(=O)OCCCCCCCCCCCCCCCCCCCCCCCCCCCCCCCCCCCCCCCCCCCCC behenyl-tricosanyl methacrylate